1,3-di-(2,6-diisopropyl-phenyl)imidazole chloride salt [Cl-].C(C)(C)C1=C(C(=CC=C1)C(C)C)N1CN(C=C1)C1=C(C=CC=C1C(C)C)C(C)C